CON(C(C(C)NC(O)=O)=O)C (1-(methoxy(methyl)amino)-1-oxopropan-2-yl)carbamic acid